N1C(=CCCC1)C=1C=C2C3(C(NC2=CC1)=O)CC3 5'-(1,4,5,6-tetrahydropyridin-2-yl)spiro[cyclopropane-1,3'-indolin]-2'-one